FC1=CC=C(C=C1)C1=NN2C(CN(CC2)C(=O)C2CCN(CC2)C)=C1C1=CC=NC=C1 (2-(4-fluorophenyl)-3-(pyridin-4-yl)-6,7-dihydropyrazolo[1,5-a]pyrazin-5(4H)-yl)(1-methylpiperidin-4-yl)methanone